4-(4,6-dichloro-1,3,5-triazin-2-yl)-4-(3-dodecanamidopropyl)morpholin-4-ium chloride [Cl-].ClC1=NC(=NC(=N1)Cl)[N+]1(CCOCC1)CCCNC(CCCCCCCCCCC)=O